(1-ethoxy-7-(2-fluorophenoxy)-4-hydroxyisoquinoline-3-carbonyl)glycine C(C)OC1=NC(=C(C2=CC=C(C=C12)OC1=C(C=CC=C1)F)O)C(=O)NCC(=O)O